5-{2,5-Dimethyl-7-[propyl({[4-(1H-1,2,4-triazol-1-yl)phenyl]methyl})amino]pyrazolo-[1,5-a]pyrimidin-3-yl}-N,N,4-trimethylpyridin-2-amin CC1=NN2C(N=C(C=C2N(CC2=CC=C(C=C2)N2N=CN=C2)CCC)C)=C1C=1C(=CC(=NC1)N(C)C)C